(R)-ethyl 2-(2-((6-(1-aminoisoquinolin-5-yl)-2,3-dihydro-1H-inden-1-yl)oxy)-6-methylphenyl)acetate NC1=NC=CC2=C(C=CC=C12)C1=CC=C2CC[C@H](C2=C1)OC1=C(C(=CC=C1)C)CC(=O)OCC